Cl.N[C@H](CO[C@H]1C(N(CC1)C1CCN(CC1)C1=NC=C(C=N1)Cl)=O)C (R)-3-((S)-2-Aminopropoxy)-1-(1-(5-Chloropyrimidin-2-yl)piperidin-4-yl)pyrrolidin-2-one hydrochloride